ClC1=C(C(=NC=2N1C(NN2)=O)N2CCC(CC2)OC2=CC1=C(OC(C(O1)([2H])[2H])([2H])[2H])C=C2)C 5-Chloro-7-(4-((2,3-dihydrobenzo[b][1,4]dioxin-6-yl-2,2,3,3-d4)oxy)piperidin-1-yl)-6-methyl-[1,2,4]triazolo[4,3-a]pyrimidin-3(2H)-one